4-ethoxy-3-((1-(3-(thiazol-2-yl)phenyl)ethyl)carbamoyl)phenylcarbamic acid ethyl ester C(C)OC(NC1=CC(=C(C=C1)OCC)C(NC(C)C1=CC(=CC=C1)C=1SC=CN1)=O)=O